ethyl 5-hydroxy-2-methyl-1-phenyl-4-(piperidin-1-ylmethyl)-1H-indole-3-carboxylate OC=1C(=C2C(=C(N(C2=CC1)C1=CC=CC=C1)C)C(=O)OCC)CN1CCCCC1